O(C1=CC=CC=C1)C=1C=C2C(=CNC2=CC1)NC(=O)C=1C=NN(C1)CC1=CC=C(C=C1)C(F)(F)F N-(5-phenoxy-1H-indol-3-yl)-1-(4-(trifluoromethyl)benzyl)-1H-pyrazole-4-carboxamide